FC1=C(C=CC(=C1C1=CC2=C(N=C(N=C2)NC)N2C1=NCC2)C)NC(C2=NC=CC=C2)=O N-(2-fluoro-4-methyl-3-(2-(methylamino)-8,9-dihydroimidazo[1',2':1,6]pyrido[2,3-d]pyrimidin-6-yl)phenyl)picolinamide